(2-aminophenyl)methanol NC1=C(C=CC=C1)CO